C(C)(C)[C@@H]1CC=C(CC1)CC(C=O)(C)C 3-((S)-4-isopropylcyclohex-1-en-1-yl)-2,2-dimethylpropanal